(R)-4-(4-(3-methylmorpholino)-7-(methylsulfonyl)-7H-pyrrolo[2,3-d]pyrimidin-2-yl)-1H-indole-6-carbonitrile C[C@@H]1COCCN1C=1C2=C(N=C(N1)C1=C3C=CNC3=CC(=C1)C#N)N(C=C2)S(=O)(=O)C